(1R,3R)-3-((6-(5-((((cyclobutylmethyl)(methyl)carbamoyl)oxy)methyl)-1-methyl-1H-1,2,3-triazol-4-yl)-2-methylpyridin-3-yl)oxy)cycloheptane-1-carboxylic Acid C1(CCC1)CN(C(=O)OCC1=C(N=NN1C)C1=CC=C(C(=N1)C)O[C@H]1C[C@@H](CCCC1)C(=O)O)C